C(C1=CC=CC=C1)C1=CN=C(O1)N1CCNCC1 5-benzyl-2-(piperazin-1-yl)oxazole